3-(2,3-epoxypropyl)propyltriethoxysilane C(C1CO1)CCC[Si](OCC)(OCC)OCC